benzyl N-[(1-aminocyclopentyl)methyl]carbamate NC1(CCCC1)CNC(OCC1=CC=CC=C1)=O